NC1=CC2=NC3=CC=CC=C3N=C2C(=C1)N 2,4-diaminophenazine